2-methyl-6-((4-phenylpiperidin-1-yl)methyl)-2H-benzo[b][1,4]oxazin-3(4H)-one CC1C(NC2=C(O1)C=CC(=C2)CN2CCC(CC2)C2=CC=CC=C2)=O